3-hydroxy-N,N-dimethyl-4-((2-(((3-methylpyridin-2-yl)(1-methylspiro[2.2]pentan-1-yl)methyl)amino)-3,4-dioxocyclobutane-1-yl)amino)picolinamide OC=1C(=NC=CC1NC1C(C(C1=O)=O)NC(C1(CC12CC2)C)C2=NC=CC=C2C)C(=O)N(C)C